3-(4-((2S,3R,5S)-2,5-dimethyl-3-(1H-pyrazol-4-yl)piperazin-1-yl)pyrimidin-2-yl)-6-(trifluoromethyl)imidazo[1,2-a]pyrazine C[C@@H]1N(C[C@@H](N[C@@H]1C=1C=NNC1)C)C1=NC(=NC=C1)C1=CN=C2N1C=C(N=C2)C(F)(F)F